(S)-(1-((2-(3',4'-dichloro-[1,1'-biphenyl]-4-yl) ethyl) amino)-1-oxobutan-2-yl) carbamate C(N)(O[C@H](C(=O)NCCC1=CC=C(C=C1)C1=CC(=C(C=C1)Cl)Cl)CC)=O